methyl 2,2-dimethyl-5-hydroxy-4-oxo-7-p-methylbenzenesulfonyloxy-2,3-dihydrobenzopyran-6-carboxylate CC1(OC2=C(C(C1)=O)C(=C(C(=C2)OS(=O)(=O)C2=CC=C(C=C2)C)C(=O)OC)O)C